FC=1C=C(C=NC1)CN1N=C(C=CC1=O)C=1C=NC(=NC1)OCC(F)(F)F 2-((5-fluoropyridin-3-yl)methyl)-6-(2-(2,2,2-trifluoroethoxy)pyrimidin-5-yl)pyridazin-3(2H)-one